NCC1=CC=C(C=C1)N1C(=NC=2C1=NC(=CC2)C2(CC2)C)C=2C(=NC=CC2)N 3-(3-(4-(aminomethyl)phenyl)-5-(1-methylcyclopropyl)-3H-imidazo[4,5-b]pyridin-2-yl)pyridin-2-amine